3-[(23-amino-3,6,9,12,15,18,21-heptaoxatricos-1-yl)oxy]propanoic acid NCCOCCOCCOCCOCCOCCOCCOCCOCCC(=O)O